6-[3-[4-[(2,3-dihydro-1H-indol-1-yl)carbonyl]-2-oxazolyl]-7-oxabicyclo[2.2.1]hept-2-yl]-4-hexenoic acid N1(CCC2=CC=CC=C12)C(=O)C=1N=C(OC1)C1C(C2CCC1O2)CC=CCCC(=O)O